isopropyl (trans-4-(5-(2-(N-(tert-butyl)sulfamoyl)-4-(6-cyano pyridin-3-yl)phenyl)thiazol-2-yl)cyclohexyl)carbamate C(C)(C)(C)NS(=O)(=O)C1=C(C=CC(=C1)C=1C=NC(=CC1)C#N)C1=CN=C(S1)[C@@H]1CC[C@H](CC1)NC(OC(C)C)=O